CN1C(=NN=C1)C1(CC2(C1)CCC2)C=2C=C(C=CC2)N2C=NC1=C(C=C(C=C1C2=O)CN2C[C@H](CCC2)C)C(F)(F)F (S)-3-(3-(2-(4-Methyl-4H-1,2,4-triazol-3-yl)spiro[3.3]heptan-2-yl)phenyl)-6-((3-methylpiperidin-1-yl)methyl)-8-(trifluoromethyl)quinazolin-4(3H)-one